C(=C)OC1C2C3CCCC3C(C1)C2 tricyclo[5.2.1.02,6]decane-8-yl vinyl ether